BrC1=NN(C=C1CC1=CC(=NO1)C(=O)N)C 5-((3-bromo-1-methyl-1H-pyrazol-4-yl)methyl)isoxazole-3-carboxamide